C(#N)[C@@]1(CCOC2=CC=C(C=C12)C(=O)NCC1=NC=CC(=C1)N1CC=2C=CN(C(C2CC1)=O)C)C (R)-4-cyano-4-methyl-N-((4-(6-methyl-5-oxo-3,4,5,6-tetrahydro-2,6-naphthyridin-2(1H)-yl)pyridin-2-yl)methyl)chroman-6-carboxamide